2-(1-(3-chlorophenyl)-2-hydroxyethyl)-6-(2-(isopropylamino)pyrimidin-4-yl)isoindolin-1-one ClC=1C=C(C=CC1)C(CO)N1C(C2=CC(=CC=C2C1)C1=NC(=NC=C1)NC(C)C)=O